N1=C(C=CC=C1)CNC(C1=NC=CC=C1)C1=NC=CC=C1 N-(pyridin-2-yl-methyl)-bis(pyridin-2-yl)methylamine